OC1=CC(=NN1C1=CC=C(C#N)C=C1)C(F)(F)F 4-[5-hydroxy-3-(trifluoromethyl)pyrazol-1-yl]benzonitrile